2-methoxy-2-methyl-1-(trimethylsiloxycarbonyl)methyl-1-aza-2-silacyclopentane CO[Si]1(N(CCC1)CC(=O)O[Si](C)(C)C)C